C(CCCCCCCCC\C=C\C\C=C\CCC)=O (E,E)-11,14-Octadecadienal